(R)-2-Fluoro-4-(3-(methyl((1-methylazetidin-3-yl)methyl)amino)-3-(3-(trifluoromethyl)phenethyl)piperidin-1-yl)-N-(pyrimidin-4-yl)benzenesulfonamide formate C(=O)O.FC1=C(C=CC(=C1)N1C[C@](CCC1)(CCC1=CC(=CC=C1)C(F)(F)F)N(CC1CN(C1)C)C)S(=O)(=O)NC1=NC=NC=C1